5-(p-Chlorophenyl)-6-[1-(1H-1,2,7-triazainden-3-yl)-1H-pyrazol-4-yl]-4-pyrimidinylamine ClC1=CC=C(C=C1)C=1C(=NC=NC1C=1C=NN(C1)C1=NNC2=NC=CC=C12)N